methyl 5-(5-chloro-3-(difluoromethyl)quinolin-2-yl)picolinate ClC1=C2C=C(C(=NC2=CC=C1)C=1C=CC(=NC1)C(=O)OC)C(F)F